2-(2-ethoxy-5-hydroxy-8-chloro-1,7-naphthyridine-6-carboxamido)acetic acid C(C)OC1=NC2=C(N=C(C(=C2C=C1)O)C(=O)NCC(=O)O)Cl